C(C=C)OC1=CC=C(OCCCCN2CCOCC2)C=C1 4-[4-[4-(2-propen-1-yloxy)phenoxy]butyl]morpholine